ClC1=CC=C(C(=N1)C(=O)NS(=O)(=O)C)N[C@H](C)C=1C=C(C=C2C(C(=C(OC12)C=1C=C2C(=NC1)N(N=C2)C)C)=O)C 6-chloro-3-[[(1R)-1-[3,6-dimethyl-2-(1-methylpyrazolo[3,4-b]pyridin-5-yl)-4-oxo-chromen-8-yl]ethyl]amino]-N-methylsulfonyl-pyridine-2-carboxamide